ClC=1C(=CC(=C(C1)C(C(=O)[O-])(C(=O)[O-])C)[N+](=O)[O-])C(=O)OC 2-(5-chloro-4-(methoxycarbonyl)-2-nitrophenyl)-2-methylmalonate